5-(4-bromo-phenyl)-4-cyclopropanecarbonyl-3-hydroxy-1-phenethyl-1,5-dihydro-pyrrol-2-one BrC1=CC=C(C=C1)C1C(=C(C(N1CCC1=CC=CC=C1)=O)O)C(=O)C1CC1